N-(4-(3-Isopropyl-2-(8-methoxy-[1,2,4]triazolo[1,5-a]pyridin-6-yl)-1H-indol-5-yl)cyclohexyl)methansulfonamid C(C)(C)C1=C(NC2=CC=C(C=C12)C1CCC(CC1)NS(=O)(=O)C)C=1C=C(C=2N(C1)N=CN2)OC